C(C)(=O)N1C(/C(/NC(C1)=O)=C/C=1N=CNC1C(F)(F)F)=O (Z)-1-acetyl-3-((5-trifluoromethyl-1H-imidazol-4-yl)methylene)piperazine-2,5-dione